C(N)(=O)C1=CC=C(C=C1)C1=CC=C(C=N1)CNC(C1=CN=C(C=C1O)N1N=CC=C1)=O N-((6-(4-carbamoylphenyl)pyridin-3-yl)methyl)-4-hydroxy-6-(1H-pyrazol-1-yl)nicotinamide